4-(2-dimethylaminoethyl)-aniline CN(CCC1=CC=C(N)C=C1)C